COC1=CC=CC2=C1C=C(O2)C(=O)N2[C@@H]([C@H]1C([C@H]1C2)(C)C)C(=O)OC Methyl (1R,2S,5S)-3-(4-methoxybenzofuran-2-carbonyl)-6,6-dimethyl-3-azabicyclo[3.1.0]hexane-2-carboxylate